C1(=CC=CC=C1)S(=O)(=O)C1=CC=C(C=C1)CNC(=O)C=1N=CC=2N(C1)C=CN2 N-{[4-(benzenesulfonyl)phenyl]methyl}imidazo[1,2-a]pyrazine-6-carboxamide